C1=CC=CC=2C3=CC=CC=C3N(C12)C1=CC=C(C=CC2=CCN(C=C2)CC2=CC=C(C=C2)C(C2=CC=CC=C2)=O)C=C1 4-(4-(9H-carbazol-9-yl)styryl)-1-(4-benzoylbenzyl)pyridine